NCCCS(=O)O homohypotaurine